C(C)(C)(C)NC(CCC=1C(N(C(C1C)=O)NC1=NC(=C(C=C1)C(F)(F)F)Cl)=O)=O N-(tert-butyl)-3-(1-{[6-chloro-5-(trifluoromethyl)(2-pyridyl)]amino}-4-methyl-2,5-dioxoazolin-3-yl)propanamide